trimethylcyclohex-3-en CC1C(CCC=C1)(C)C